2,4-dimethylbenzylthiophenyl carbamate C(N)(OC=1SC=CC1CC1=C(C=C(C=C1)C)C)=O